N-(2-hydroxy-ethyl)-2-[4-(2,4,6-trichloro-phenylamino)-phenyl]acetamide OCCNC(CC1=CC=C(C=C1)NC1=C(C=C(C=C1Cl)Cl)Cl)=O